[N+](=[N-])=CC(CC[C@@H](C(=O)OC(C(F)(F)F)(C)C)NC([C@H](C)OC)=O)=O 1,1,1-trifluoro-2-methylpropan-2-yl (S)-6-diazo-2-((S)-2-methoxypropanamido)-5-oxohexanoate